Sulfoniocarboxylate [SH2+]C(=O)[O-]